5-Chloro-6-{[2-(chloromethyl)-3,4-dihydroxy-5-(hydroxymethyl)oxolan-2-yl]oxy}-2-(hydroxymethyl)oxane-3,4-diol ClC1C(C(C(OC1OC1(OC(C(C1O)O)CO)CCl)CO)O)O